C(\C=C/CC\C=C\CC)O (2Z,6E)-2,6-nonadien-1-ol